Cl.CC1=CC=CC(=N1)C1=NNC=C1C1=NC2=CC=CC=C2C=C1 2-(3-(6-methylpyridin-2-yl)-1H-pyrazol-4-yl)-quinoline hydrochloride